N1=CC(=CC=C1)C(C(C=1C=NC=CC1)C1=C(C2=CC=CC=C2C(=C1)C(=O)O)C(=O)O)C1=C(C2=CC=CC=C2C(=C1)C(=O)O)C(=O)O.[Zn] Zinc (cis-1,2-bis(3-pyridinyl)-ethylene)-bis(1,4-naphthalenedicarboxylic acid)